BrC1=CC(=C(C=C1OC)C1(C(N(C1)C(=O)[O-])C)O)OC 3-(4-bromo-2,5-dimethoxyphenyl)-3-hydroxy-2-methylazetidine-1-carboxylate